C(CCCCCCCCC)[C@H]1[C@H](C1)CCCCCC(CCCCCCCCC)N(C)C 1-[(1S,2R)-2-decylcyclopropyl]-N,N-dimethylpentadecane-6-amine